C(C)(C)(C)[C@@H]1C[C@@H]([C@H](O1)C(=O)NC1=CC(=NC=C1)C(=O)N)C1=C(C(=C(C=C1)F)F)OC (2S,3R,5S)-4-[[5-tert-butyl-3-(3,4-difluoro-2-methoxy-phenyl)tetrahydrofuran-2-carbonyl]amino]pyridine-2-carboxamide